BrC=1C=CC(=C(C1)C(C)=O)O[C@@H](CF)CO (R)-1-(5-bromo-2-(1-fluoro-3-hydroxypropan-2-yloxy)phenyl)ethanone